C(C=CC1=CC=CC=C1)(=O)OCC1CCCO1 TETRAHYDROFURFURYL CINNAMATE